Tert-butyl (R)-(3-(3-(1-aminoethyl)phenoxy)propyl)(methyl)carbamate N[C@H](C)C=1C=C(OCCCN(C(OC(C)(C)C)=O)C)C=CC1